CC1(CNC(C2=CC=C(C=C12)C1=NC(=NC=C1)NC=1C=C(C=CC1)S(=O)(=O)N)=O)C 3-((4-(4,4-Dimethyl-1-oxo-1,2,3,4-tetrahydroisoquinolin-6-yl)pyrimidin-2-yl)amino)benzenesulfonamide